BrC=1N=C(SC1)N1CC2C(C2C1)/C=C/C=1C(=NOC1C1CC1)C1=C(C=NC=C1Cl)Cl (E)-4-(2-(3-(4-bromothiazol-2-yl)-3-azabicyclo[3.1.0]hex-6-yl)vinyl)-5-cyclopropyl-3-(3,5-dichloropyridin-4-yl)isoxazole